bis[(1,1-dimethyl-2-propynyl)oxy]dimethylsilane CC(C#C)(C)O[Si](C)(C)OC(C#C)(C)C